bromo-1'H-spiro[cyclopropane-1,3'-indol]-2'-one BrN1C(C2(C3=CC=CC=C13)CC2)=O